5-(p-chlorophenyl)-6-(1-phenyl-1H-pyrazol-4-yl)-4-pyrimidinylamine ClC1=CC=C(C=C1)C=1C(=NC=NC1C=1C=NN(C1)C1=CC=CC=C1)N